2-cyano-N1-methylacetamidine C(#N)CC(=N)NC